C(C=CC1=CC=CC=C1)(=O)OC cinnamic acid, methyl ester